COC1=C(C=CC=C1)C=1C=CC=C2C=C(NC12)C(=O)N[C@@H]1C(N(C2=C(OC1)C=CC=C2)C)=O (S)-7-(2-methoxyphenyl)-N-(5-methyl-4-oxo-2,3,4,5-tetrahydrobenzo[b][1,4]oxazepin-3-yl)-1H-indole-2-carboxamide